2,4,6-tris(4-aminophenyl)-pyridine NC1=CC=C(C=C1)C1=NC(=CC(=C1)C1=CC=C(C=C1)N)C1=CC=C(C=C1)N